ClC=1C=C(C=CC1F)[C@@H](NC(=O)[C@H]1NC(NC1)=O)[C@@H]1C=2C=CC=C(C2C1)Cl (S)-N-((S)-(3-chloro-4-fluoro-phenyl)((S)-2-chlorobicyclo[4.2.0]-octa-1(6),2,4-trien-7-yl)methyl)-2-oxoimidazolidine-4-carboxamide